1,1'-(3,7-dimethyl-6-octenylene)bis-1H-indole CC(CCN1C=CC2=CC=CC=C12)CCC=C(CN1C=CC2=CC=CC=C12)C